N-(3-(5-(5-(2,3-Dihydro-1H-inden-4-yl)-6-methoxy-1H-pyrazolo[4,3-b]pyridin-3-yl)pyridin-2-yl)cyclobutyl)-2-methoxy-N-methylacetamide C1CCC2=C(C=CC=C12)C1=C(C=C2C(=N1)C(=NN2)C=2C=CC(=NC2)C2CC(C2)N(C(COC)=O)C)OC